OC1=C2CC3N(C2=CC=C1)C(C1=C(N(C3OC3OCCCC3)C(=O)[O-])C=CC(=C1)OC)=O hydroxy-8-methoxy-6-oxo-12-((tetrahydro-2H-pyran-2-yl)oxy)-12a,13-dihydro-6H-benzo[5,6][1,4]diazepino[1,2-a]indole-11(12H)-carboxylate